bi-9H-carbazole C1(=CC=CC=2C3=CC=CC=C3NC12)C1=CC=CC=2C3=CC=CC=C3NC12